OCC(CO)OCC(COC(CO)CO)OCC=1N=NN(C1)CCCCCC(=O)O 6-(4-(((1,3-bis((1,3-dihydroxypropan-2-yl)oxy)propan-2-yl)oxy)methyl)-1H-1,2,3-triazol-1-yl)hexanoic acid